COC(=O)C1=CC2=CC=CC=C2C=C1O 3-hydroxy-2-naphthalenic acid methyl ester